N-(4-(3-cyano-4-hydroxy-6-methylpyridin-2-yl)benzyl)-5-fluoro-2-methoxybenzamide C(#N)C=1C(=NC(=CC1O)C)C1=CC=C(CNC(C2=C(C=CC(=C2)F)OC)=O)C=C1